N-(4-(3-(1-acryloylpiperidin-4-yl)pyridin-4-yl)-2-methylbenzyl)-3-(tert-butyl)-1,2,4-oxadiazole-5-carboxamide C(C=C)(=O)N1CCC(CC1)C=1C=NC=CC1C1=CC(=C(CNC(=O)C2=NC(=NO2)C(C)(C)C)C=C1)C